CC1(CC1)C1=NC=NO1 5-(1-methylcyclopropyl)-1,2,4-oxadiazole